(R)-4-(3-((cyclopropylmethyl)amino)piperidin-1-yl)-1-((4-(5-(dimethylamino)pyridin-3-yl)-1H-1,2,3-triazol-1-yl)methyl)pyridin-2(1H)-one C1(CC1)CN[C@H]1CN(CCC1)C1=CC(N(C=C1)CN1N=NC(=C1)C=1C=NC=C(C1)N(C)C)=O